C1(=C(C=CC=C1)C1(CC1)C1=NOC(=N1)C=1C=2C(=NN1)CCC2)C 3-(3-(1-(o-tolyl)cyclopropyl)-1,2,4-oxadiazol-5-yl)-5,6-dihydrocyclopenta[c]pyrazol